9,9'-(6-Chloro-1,3,5-triazine-2,4-diyl)bis[9H-carbazole] ClC1=NC(=NC(=N1)N1C2=CC=CC=C2C=2C=CC=CC12)N1C2=CC=CC=C2C=2C=CC=CC12